(R)-4-(3-bromo-8-((methylsulfonyl)methyl)imidazo[1,2-b]pyridazin-6-yl)-3-methylmorpholine Methyl-[6-acetyl-5-(1H-pyrazol-1-yl)-2H-indazol-2-yl]acetate COC(CN1N=C2C=C(C(=CC2=C1)N1N=CC=C1)C(C)=O)=O.BrC1=CN=C2N1N=C(C=C2CS(=O)(=O)C)N2[C@@H](COCC2)C